5-(1-methylethyl)-N-[2-(4-morpholinyl)-2-(4-pyridinyl)ethyl]pyrazolo[1,5-a]pyrimidin-7-amine CC(C)C1=NC=2N(C(=C1)NCC(C1=CC=NC=C1)N1CCOCC1)N=CC2